N1=C(C=CC=C1)C(CC=1C=CC2=C(N=C(O2)C=2C=NC=CC2)C1)=O 1-(pyridin-2-yl)-2-[2-(pyridin-3-yl)-1,3-benzoxazol-5-yl]ethan-1-one